C(O)N(C(\C=C/C(=O)O)=O)CO N,N-dimethylolmaleamic acid